CC1=C(C(=CC=C1)C(C)C2=CN=CN2)C (+)-4-[1-(2,3-dimethylphenyl)ethyl]-1H-imidazole